(((6-chloro-5-(2'-hydroxy-[1,1'-biphenyl]-4-yl)-1H-imidazo[4,5-b]pyridin-2-yl)thio)methyl)phosphonate ClC=1C=C2C(=NC1C1=CC=C(C=C1)C1=C(C=CC=C1)O)N=C(N2)SCP([O-])([O-])=O